COC1=CC(=CC2=C1O[C@H](CO2)C=2C=NC(=CC2)C(F)(F)F)CN2C=NC=1C2=NC=CC1 (S)-3-((8-methoxy-2-(6-(trifluoromethyl)pyridin-3-yl)-2,3-dihydrobenzo[b][1,4]dioxin-6-yl)methyl)-3H-imidazo[4,5-b]pyridine